[N+](=O)([O-])C1=CC=C(CN(C(=O)C2=NN(C(=C2)C)C2=CC=C(C=C2)Cl)OC)C=C1 N-(4-nitrobenzyl)-N-methoxy-1-(4-chlorophenyl)-5-methyl-1H-pyrazole-3-carboxamide